3-((6'-(2H-Tetrazol-5-yl)-2'',3'',4'',5''-tetrahydro-[1,1':3',1''-terphenyl]-4-yl)methyl)-2-ethyl-5,7-dimethyl-3H-imidazo[4,5-b]pyridine N=1NN=NC1C1=CC=C(C=C1C1=CC=C(C=C1)CN1C(=NC=2C1=NC(=CC2C)C)CC)C=2CCCCC2